5-(4-CYCLOPROPYL-3-PHENYLISOTHIAZOLE-5-CARBOXAMIDO)PICOLINIC ACID C1(CC1)C=1C(=NSC1C(=O)NC=1C=CC(=NC1)C(=O)O)C1=CC=CC=C1